5-butyl-benzotriazole sodium salt [Na].C(CCC)C1=CC2=C(NN=N2)C=C1